F[C@@H]1CNCC[C@H]1OC=1C=C(C#N)C=CC1 3-(((3R,4R)-3-fluoropiperidin-4-yl)oxy)benzonitrile